(2S)-2-fluoro-2-[[(2S,5R)-3-methyl-2-(oxetan-3-ylcarbamoyl)-7-oxo-1,6-diazabicyclo[3.2.1]oct-3-en-6-yl]oxy]acetic acid ethyl ester C(C)OC([C@@H](ON1[C@@H]2C=C([C@H](N(C1=O)C2)C(NC2COC2)=O)C)F)=O